ethyl 2'-oxo-1'-((2-(trimethylsilyl) ethoxy) methyl)-1,1',2',4,6,7-hexahydrospiro[indole-5,3'-pyrrolo[2,3-b]pyridine]-2-carboxylate O=C1C2(C=3C(=NC=CC3)N1COCC[Si](C)(C)C)CC=1C=C(NC1CC2)C(=O)OCC